O=C(/C=C/C(=O)OCC)NC=1SC=C(N1)C1=NC=CC=C1 (E)-ethyl 4-oxo-4-((4-(pyridin-2-yl)thiazol-2-yl)amino)but-2-enoate